(6S)-4-(4-Chlorophenyl)-2,3,9-trimethyl-6H-thieno[3,2-f][1,2,4]triazolo[4,3-a][1,4]diazepin ClC1=CC=C(C=C1)C1=NCC=2N(C3=C1C(=C(S3)C)C)C(=NN2)C